(7S)-2-(((1-(1-(4-fluorophenyl)ethyl)-1H-pyrazol-4-yl)methyl)amino)-4,7,8-trimethyl-7,8-dihydropteridin-6(5H)-one FC1=CC=C(C=C1)C(C)N1N=CC(=C1)CNC1=NC=2N([C@H](C(NC2C(=N1)C)=O)C)C